((2S,3R,6R)-2,6-Dimethyl-3-(((5-(trifluoromethyl)pyridin-2-yl)amino)methyl)morpholino-5,5-d2)(4-(5-fluoropyridin-2-yl)-1,5-dimethyl-1H-pyrazol-3-yl)methanone C[C@@H]1O[C@@H](C(N([C@@H]1CNC1=NC=C(C=C1)C(F)(F)F)C(=O)C1=NN(C(=C1C1=NC=C(C=C1)F)C)C)([2H])[2H])C